CCCCCCCCC/C=C\CCCCCCCC(=O)O[C@H](COC(=O)CCCCCCC/C=C\C/C=C\CCCC)COP(=O)(O)OC[C@H](CO)O 1-(9Z,12Z-heptadecadienoyl)-2-(9Z-nonadecenoyl)-glycero-3-phospho-(1'-sn-glycerol)